FC1(CN(CC1(F)F)C=1C=2N(N=C(C1)C=1C(NC(NC1)=O)=O)C=CN2)F 5-(8-(3,3,4,4-tetrafluoropyrrolidin-1-yl)imidazo[1,2-b]pyridazin-6-yl)pyrimidine-2,4(1H,3H)-dione